(2-fluorophenyl)(1H-imidazol-1-yl)methanone FC1=C(C=CC=C1)C(=O)N1C=NC=C1